C(C)(=O)NCC(C(=O)NC1=CC(=C(C(=C1)Cl)C1=C(C=CC=C1)OC(F)(F)F)Cl)C1=CC=C(C=C1)S(=O)(=O)C 3-acetylamino-N-(2,6-dichloro-2'-(trifluoromethoxy)-[1,1'-biphenyl]-4-yl)-2-(4-(methylsulfonyl)phenyl)propanamide